[C@@H]12CNC[C@H]2C1OC1=NC(=CC(=C1)C(C)(C)NC(OCC1=CC=CC=C1)=O)C1=C(C=C(C=C1)F)F benzyl (2-(2-(((1R,5S,6s)-3-azabicyclo[3.1.0]hexan-6-yl)oxy)-6-(2,4-difluorophenyl)pyridine-4-yl)propan-2-yl)carbamate